COC(=O)C1=C(CCOC1)C1=CC(=CC=C1)OC 4-(3-methoxyphenyl)-3,6-dihydro-2H-pyran-5-carboxylic acid methyl ester